COC(=O)C1(CCC(CC1)OC)NC(CC1=C(C=C(C=C1OC)\C=C\C)Cl)=O Methyl-1-(2-{2-chloro-6-methoxy-4-[(1E)-prop-1-en-1-yl]phenyl}acetamido)-4-methoxycyclohexancarboxylat